methyl 2-[5-methyl-2-oxo-4-(trifluoromethanesulfonyloxy)-1H-quinolin-3-yl]acetate CC1=C2C(=C(C(NC2=CC=C1)=O)CC(=O)OC)OS(=O)(=O)C(F)(F)F